BrC(C(=O)C1=CC=C(C=C1)F)(C1=CC=CC=C1)Br 2,2-dibromo-1-(4-fluorophenyl)-2-phenylethane-1-one